ClC1=CC=C(C=N1)C1=NN(C=2C1=NC(=C(C2)OC)C2=C(C(=CC=C2)C)C)COCC[Si](C)(C)C 3-(6-chloropyridin-3-yl)-5-(2,3-dimethylphenyl)-6-methoxy-1-((2-(trimethylsilyl)ethoxy)methyl)-1H-pyrazolo[4,3-b]pyridine